(6S)-6-{2-Chloro-3-[(4-methoxypyridin-3-yl)amino]-phenyl}-2-imino-6-methyl-3-(tetrahydropyran-4-yl)-hexahydropyrimidin-4-one ClC1=C(C=CC=C1NC=1C=NC=CC1OC)[C@@]1(CC(N(C(N1)=N)C1CCOCC1)=O)C